N-fluoro-N-(4-methylpentyl)thiophene-2-sulfonamide FN(S(=O)(=O)C=1SC=CC1)CCCC(C)C